CCCCC/C=C\\C[C@H](/C=C/C=C\\CCC(=O)O)O The molecule is a polyunsaturated fatty acid that consists of 4Z,6E,10Z-hexadecatrienoic acid bearing an additional 8R-hydroxy substituent. It has a role as a metabolite. It is a hydroxy polyunsaturated fatty acid and a long-chain fatty acid.